(R)-4-(7-(ethylsulfonyl)-2-(1H-pyrrolo[2,3-b]pyridin-4-yl)-7H-pyrrolo[2,3-d]pyrimidin-4-yl)-3-methylmorpholine C(C)S(=O)(=O)N1C=CC2=C1N=C(N=C2N2[C@@H](COCC2)C)C2=C1C(=NC=C2)NC=C1